NC1=CC=C(OCCOC2=CC=C(C=C2)N)C=C1 1,2-Bis(4-aminophenoxy)ethane